COC(C1=CC=C(C=C1)NC1=NC(=NC=C1F)NC1=CC=C(C=C1)N1CCN(CC1)C)=O 4-((5-fluoro-2-((4-(4-methylpiperazin-1-yl)phenyl)amino)pyrimidin-4-yl)amino)benzoic acid methyl ester